tert-butyl 5-[7-bromo-1-ethyl-5-[4-(5-fluoro-3-methoxy-2-pyridyl) piperazine-1-carbonyl]indol-2-yl]-3,6-dihydro-2H-pyridine-1-carboxylate BrC=1C=C(C=C2C=C(N(C12)CC)C1=CCCN(C1)C(=O)OC(C)(C)C)C(=O)N1CCN(CC1)C1=NC=C(C=C1OC)F